1,2-dimethyl-5-[7-[(3R)-3-methyl-3,4-dihydro-1H-isoquinoline-2-carbonyl]-1,2,3,4-tetrahydroisoquinolin-6-yl]-N-(1-methylpyrazol-4-yl)-N-phenyl-pyrrole-3-carboxamide CN1C(=C(C=C1C=1C=C2CCNCC2=CC1C(=O)N1CC2=CC=CC=C2C[C@H]1C)C(=O)N(C1=CC=CC=C1)C=1C=NN(C1)C)C